naphthyl-(phenylnaphthyl)anthracene C1(=CC=CC2=CC=CC=C12)C1=C(C2=CC3=CC=CC=C3C=C2C=C1)C1=C(C=CC2=CC=CC=C12)C1=CC=CC=C1